NC(C[C@@H](C#C)NC(=O)[C@H]1N([C@@H]2C[C@@H]2C1)C(=O)C1(CC1)C1=CC=C(C=C1)OC(F)(F)F)=O (1r,3S,5r)-N-[(1S)-1-(2-amino-2-oxo-ethyl)prop-2-ynyl]-2-[1-[4-(trifluoromethoxy)-phenyl]cyclopropanecarbonyl]-2-azabicyclo[3.1.0]hexane-3-carboxamide